5-(tert-butyl)-2-phenylbenzoxazole-13C C(C)(C)(C)C=1C=CC2=C(N=[13C](O2)C2=CC=CC=C2)C1